FC1(CNCC[C@H]1N1CCC(CC1)CC1CCN(CC1)C(=O)OC(C)(C)C)F tert-butyl (R)-4-((3',3'-difluoro-[1,4'-bipiperidin]-4-yl)methyl)piperidine-1-carboxylate